2-[4-[(3S)-3-(6-cyanopyridazin-4-yl)isoxazolidine-2-carbonyl]-1-piperidinyl]-5-fluoro-pyrimidine-4-carboxamide C(#N)C1=CC(=CN=N1)[C@H]1N(OCC1)C(=O)C1CCN(CC1)C1=NC=C(C(=N1)C(=O)N)F